FC1=C(C=C(C=C1)OC(F)(F)F)C(C)N1C[C@@H](N(C[C@H]1C)C1=CC(N(C=2C=CC(=NC12)C#N)C)=O)C 8-((2S,5R)-4-(1-(2-fluoro-5-(trifluoromethoxy)phenyl)ethyl)-2,5-dimethylpiperazin-1-yl)-5-methyl-6-oxo-5,6-dihydro-1,5-naphthyridine-2-carbonitrile